4-bromonaphthalene-1,2-dione BrC1=CC(C(C2=CC=CC=C12)=O)=O